4-(methoxymethyl)-N-methyl-5-(4-pyridylmethoxy)-9H-pyrido[3,4-b]indole-3-carboxamide COCC1=C(N=CC=2NC3=CC=CC(=C3C21)OCC2=CC=NC=C2)C(=O)NC